trimethoxysilylpropylimidazolium CO[Si](OC)(OC)CCCC=1NC=C[NH+]1